N(=[N+]=[N-])C(CC1=CC=C(C=C1)Cl)C1=CC=C(C=C1)C=1OC(=NN1)C(F)F 2-(4-(1-azido-2-(4-chlorophenyl)ethyl)phenyl)-5-(difluoromethyl)-1,3,4-oxadiazole